C(CCCCC)OC1=CC=C(C=C1)N=NC1=CC=C(C=C1)C 1-(4-(hexyloxy)phenyl)-2-(p-tolyl)diazene